7-(1,2-dihydroxyethyl)-5-(2-(4,5-dimethyl-1H-imidazol-2-yl)pyridin-4-yl)isoindolin-1-one OC(CO)C=1C=C(C=C2CNC(C12)=O)C1=CC(=NC=C1)C=1NC(=C(N1)C)C